Fluoro-3-(methoxymethoxy)-8-((triisopropylsilyl)ethynyl)naphthalene-1-yl trifluoromethanesulfonate FC(S(=O)(=O)OC1=C(C(=CC2=CC=CC(=C12)C#C[Si](C(C)C)(C(C)C)C(C)C)OCOC)F)(F)F